BrC1=NC(=CC=C1NC(C)C1=NN(C=2N(C(C=3C=C(C=CC3C21)C)=O)C)CC)Cl (1-((2-bromo-6-chloropyridin-3-yl)amino)ethyl)-3-ethyl-4,7-dimethyl-3,4-dihydro-5H-pyrazolo[3,4-c]isoquinolin-5-one